2-(2-chloro-4-(1-(quinolin-5-yl)-5-(trifluoromethyl)-1H-pyrazole-4-carboxamido)phenyl)-2H-1,2,3-triazole-4-carboxamide ClC1=C(C=CC(=C1)NC(=O)C=1C=NN(C1C(F)(F)F)C1=C2C=CC=NC2=CC=C1)N1N=CC(=N1)C(=O)N